6-[4-[[4-(5-Hydroxypyridin-3-yl)-2,6-dimethoxyphenyl]methyl]piperazin-1-yl]-N-[4-(2-phenylsulfanylethylamino)-3-(trifluoromethyl)phenyl]sulfonylpyridazine-3-carboxamide OC=1C=C(C=NC1)C1=CC(=C(C(=C1)OC)CN1CCN(CC1)C1=CC=C(N=N1)C(=O)NS(=O)(=O)C1=CC(=C(C=C1)NCCSC1=CC=CC=C1)C(F)(F)F)OC